CC1=CC=CC(=N1)C1=C(C=NN1)C1=CC=2C=NC=C(C2S1)C=1C=NN(C1)CCN 2-(4-(2-(5-(6-methylpyridin-2-yl)-1H-pyrazol-4-yl)thieno[3,2-c]pyridin-7-yl)-1H-pyrazol-1-yl)ethan-1-amine